COC1=C(C[N+]#[C-])C=CC=C1 2-methoxybenzyl isocyanide